1,3,5-tri-(beta-glucopyranosyl-oxyphenylazo)-2,4,6-trihydroxybenzene [C@@H]1([C@H](O)[C@@H](O)[C@H](O)[C@H](O1)CO)OC1=C(C=CC=C1)N=NC1=C(C(=C(C(=C1O)N=NC1=C(C=CC=C1)O[C@H]1[C@H](O)[C@@H](O)[C@H](O)[C@H](O1)CO)O)N=NC1=C(C=CC=C1)O[C@H]1[C@H](O)[C@@H](O)[C@H](O)[C@H](O1)CO)O